CC=1C=C2C(C(=COC2=CC1C)CN(CCCNC(CCC(=O)N)=O)CCN(CC1=CN(C2=CC=CC=C12)C1=CC(=CC=C1)C(F)(F)F)C)=O N4-(3-(((6,7-dimethyl-4-oxo-4H-chromen-3-yl)methyl)(2-(methyl((1-(3-(trifluoromethyl)phenyl)-1H-indol-3-yl)methyl)amino)ethyl)amino)propyl)succinamide